C(=C\C1=CC=C(C=C1S(=O)(=O)[O-])NC(C)=O)/C1=CC=C(C=C1S(=O)(=O)[O-])NC(C)=O.[Na+].[Na+] sodium (E)-6,6'-(ethene-1,2-diyl)bis(3-acetamidobenzene-sulfonate)